FC(C1=C(C=CC(=N1)OC1CCC2(CN(C2)C(=O)C2CC(C2)(C)O)CC1)CC)F (7-((6-(Difluoromethyl)-5-ethylpyridin-2-yl)oxy)-2-azaspiro[3.5]nonan-2-yl)((1s,3s)-3-hydroxy-3-methylcyclobutyl)methanone